methylenediazide C(N=[N+]=[N-])N=[N+]=[N-]